C(C)(C)C1=CC=C2CC3(CCNCC3)OC(C2=C1)=O 7-isopropyl-1-oxospiro[isochroman-3,4'-piperidine]